2-amino-5-{[2-(1-methylpyrazol-4-yl)-4-pyridyl]oxy}benzamide NC1=C(C(=O)N)C=C(C=C1)OC1=CC(=NC=C1)C=1C=NN(C1)C